1-(4-(trifluoromethyl)phenyl)ethan-1-one O-methyloxime CON=C(C)C1=CC=C(C=C1)C(F)(F)F